BrC1=NC=CC(=C1)C1=NOC(=C1)C(C)N1C(C2=CC=CC=C2C1=O)=O 2-[1-[3-(2-bromo-4-pyridinyl)isoxazol-5-yl]ethyl]isoindoline-1,3-dione